(R)-5,6-dimethyl-3-(3-methylbenzyl)-N-(1-methylpyrrolidin-3-yl)pyrazin-2-amine CC=1N=C(C(=NC1C)N[C@H]1CN(CC1)C)CC1=CC(=CC=C1)C